6-(6-(trifluoromethyl)pyrazin-2-yl)-2H-benzo[b][1,4]thiazin-3(4H)-one FC(C1=CN=CC(=N1)C1=CC2=C(SCC(N2)=O)C=C1)(F)F